C(#N)C(C(=O)[O-])=C(C1=CC=CC=C1)C1=CC=CC=C1 α-CYANODIPHENYLACRYLATE